(R)-8-cyclopentyl-7-ethyl-2-{[6-methoxy-1-(2-thiomorpholinoacetyl)-1,2,3,4-tetrahydroquinolin-7-yl]amino}-5-methyl-7,8-dihydropterin C1(CCCC1)N1C(CN(C=2C(N[C@](NC12)(N)NC1=C(C=C2CCCN(C2=C1)C(CN1CCSCC1)=O)OC)=O)C)CC